N-ethyl-2,4-dihydroxy-N-(4-(hydroxycarbamoyl)benzyl)-5-isopropylbenzamide C(C)N(C(C1=C(C=C(C(=C1)C(C)C)O)O)=O)CC1=CC=C(C=C1)C(NO)=O